O1CCC(=CC1)C=1C(=C(C=CC1)[C@@H](C)NC1=NN=C(C=2C=C3C(=CC12)N(C(N3C)=O)C)C)C 5-[[(1R)-1-[3-(3,6-dihydro-2H-pyran-4-yl)-2-methyl-phenyl]-ethyl]amino]-1,3,8-trimethyl-imidazo[4,5-g]phthalazin-2-one